C(C)(=O)NC1=C(C=CC(=C1)[N+](=O)[O-])NC(CCN(C)C)=O N-(2-acetamido-4-nitrophenyl)-3-(dimethylamino)propanamide